ClC1=C2C(NC(=NC2=C(C=C1)C)CSC1CCOCC1)=O 5-chloro-8-methyl-2-(((tetrahydro-2H-pyran-4-yl)thio)methyl)quinazolin-4(3H)-one